tert-butyl 3-cyano-3-(hydroxymethyl)pyrrolidine-1-carboxylate C(#N)C1(CN(CC1)C(=O)OC(C)(C)C)CO